C1(=CC=CC=C1)C=1C=C(C2=CC=CC=C2C1)N1C(=CC2=CC=CC=C12)C1=CC=C(C=C1)C#CC1=CC=CC=C1 N-(3-phenylnaphthyl)-2-(4-phenylethynyl-phenyl)-indole